ClC=1N(C2=C(C(=CC=C2C1SC1=CC=CC(=N1)C1(CC1)C(=O)O)Cl)F)C=1C=NN(C1)CCC 1-(6-((2,6-dichloro-1-(1-propyl-1H-pyrazol-4-yl)-7-fluoro-1H-indol-3-yl)thio)pyridin-2-yl)cyclopropanecarboxylic acid